gamma-triethoxysilyl-N-(1,3-dimethylbutylidene)propylamine C(C)O[Si](CCCN=C(CC(C)C)C)(OCC)OCC